N-(benzo[d][1,3]dioxol-5-yl)-N-(4-fluorophenyl)piperidin-4-amine O1COC2=C1C=CC(=C2)N(C2CCNCC2)C2=CC=C(C=C2)F